tert-butyl (2-(2-(1,1-difluoro-2-hydroxy-3-nitropropan-2-yl)-6-(4-fluorophenyl)pyridin-4-yl)propan-2-yl)carbamate FC(C(C[N+](=O)[O-])(O)C1=NC(=CC(=C1)C(C)(C)NC(OC(C)(C)C)=O)C1=CC=C(C=C1)F)F